N-(4-(4-(aminomethyl)-3-chlorophenyl)pyridin-2-yl)cyclopropanecarboxamide Hydrochloride Cl.NCC1=C(C=C(C=C1)C1=CC(=NC=C1)NC(=O)C1CC1)Cl